2-(4-bromophenyl)-6-((2-fluoro-4-(trifluoromethyl)phenyl)carbamoyl)-4-(methoxymethyl)cyclohexane-1-carboxylic acid BrC1=CC=C(C=C1)C1C(C(CC(C1)COC)C(NC1=C(C=C(C=C1)C(F)(F)F)F)=O)C(=O)O